2-chloro-5-methyl-1,4-naphthoquinone ClC=1C(C2=CC=CC(=C2C(C1)=O)C)=O